tert-butyl ((1S)-(7-(2,2-difluoro-1-(4,4,4-trifluorobutanamido)ethyl)imidazo[1,2-b]pyridazin-2-yl)(4,4-difluorocyclohexyl)methyl)carbamate FC(C(NC(CCC(F)(F)F)=O)C1=CC=2N(N=C1)C=C(N2)[C@H](C2CCC(CC2)(F)F)NC(OC(C)(C)C)=O)F